3-(1-(3'-(Methylthio)-[1,1-biphenyl]-4-yl)-1H-1,2,3-triazol-4-yl)benzoic acid CSC=1C=C(C=CC1)C1=CC=C(C=C1)N1N=NC(=C1)C=1C=C(C(=O)O)C=CC1